C(C)(C)(C)OC(=O)N[C@@H](C(=O)O)CC1CC1 (R)-2-((tert-butoxycarbonyl)amino)-3-cyclopropylpropionic acid